2-chloro-1,1,1-trimethoxyethane methyl-5-fluoro-2,3-dihydrobenzoate COC(C=1CCC=C(C1)F)=O.ClCC(OC)(OC)OC